C[C@@H]1CN(CCC1)CC1=C2C(=NC(=C1)C(=O)OC)C=CN2COCC[Si](C)(C)C methyl (S)-7-((3-methylpiperidin-1-yl) methyl)-1-((2-(trimethylsilyl) ethoxy) methyl)-1H-pyrrolo[3,2-b]pyridine-5-carboxylate